C(C1=CC=CC=C1)OC=1C=C(OC(C(=O)O)CC2=CC=CC=C2)C=C(C1O)OCC1=CC=CC=C1 (3,5-bis(benzyloxy)-4-hydroxyphenoxy)-3-phenylpropionic acid